Methyl 3-((4-chlorobenzyl)amino)cyclopentane-1-carboxylate ClC1=CC=C(CNC2CC(CC2)C(=O)OC)C=C1